5-bromo-2-(chloromethyl)-1-methyl-3-nitrobenzene BrC=1C=C(C(=C(C1)C)CCl)[N+](=O)[O-]